Sodium (S)-3-((tert-butoxycarbonyl)amino)-3-carboxy-2,2-dimethylpropan-1-olate C(C)(C)(C)OC(=O)N[C@@H](C(C[O-])(C)C)C(=O)O.[Na+]